N-(4-(4-carbamoyl-5-(pyrazin-2-ylamino)-1H-pyrazol-3-yl)phenyl)-3-(4-fluorophenyl)piperidine-1-carboxamide C(N)(=O)C=1C(=NNC1NC1=NC=CN=C1)C1=CC=C(C=C1)NC(=O)N1CC(CCC1)C1=CC=C(C=C1)F